ClC1=C2C(=NC=C1OC=1C=NN3C1C(=NC=C3)NC)N=C(N2C)NC2=CC(=CC(=C2)C(F)(F)F)N2CCN(CC2)C 7-chloro-1-methyl-6-((4-(methylamino)pyrazolo[1,5-a]pyrazin-3-yl)oxy)-N-(3-(4-methylpiperazin-1-yl)-5-(trifluoromethyl)phenyl)-1H-imidazo[4,5-b]pyridin-2-amine